N-(5-(4-cyano-2-fluorophenyl)thiazol-2-yl)-1-methylpiperidine-4-carboxamide C(#N)C1=CC(=C(C=C1)C1=CN=C(S1)NC(=O)C1CCN(CC1)C)F